ClC=1C(=C2C3CCC(C2=CC1C)C3)C(=O)O 4-Chloro-5-methyltricyclo[6.2.1.02,7]undeca-2,4,6-triene-3-carboxylic acid